Ethyl 2-(9-methoxy-2-methyl-3-oxo-7-(pyridin-2-yl)-3,5-dihydro-2H-benzo[c]pyrido[3,4-e]azepin-5-yl)acetate COC=1C=CC2=C(C(=NC(C=3C2=CN(C(C3)=O)C)CC(=O)OCC)C3=NC=CC=C3)C1